(2-((R)-2,2-difluorocyclopropane-1-carbonyl)-8-(5-phenoxybenzo[d]oxazol-2-yl)-2,6-diazaspiro[3.4]octan-6-yl)(thiazol-5-yl)methanone FC1([C@H](C1)C(=O)N1CC2(C1)CN(CC2C=2OC1=C(N2)C=C(C=C1)OC1=CC=CC=C1)C(=O)C1=CN=CS1)F